COC1=C(C(=CC=C1)OC1CCNCC1)C1=CC(=NN1)NC=1N=CC(=NC1)C#N 5-((5-(2-methoxy-6-(piperidin-4-yloxy)phenyl)-1H-pyrazol-3-yl)amino)pyrazine-2-carbonitrile